N=1C=CN2C1C=NC(=C2)B(O)O IMIDAZO[1,2-A]PYRAZINE-6-BORONIC ACID